2-((4-((R)-2-(4-chloro-2-fluorophenyl)-2-ethylbenzo[d][1,3]dioxol-4-yl)piperidin-1-yl)methyl)-1-(((S)-oxetan-2-yl)methyl)-1H-benzo[d]imidazole-6-carboxylic acid ClC1=CC(=C(C=C1)[C@]1(OC2=C(O1)C=CC=C2C2CCN(CC2)CC2=NC1=C(N2C[C@H]2OCC2)C=C(C=C1)C(=O)O)CC)F